(S)-4-(2-fluorenylmethoxycarbonyl-amino-3-(4-(4-(2-ethoxyethyl)-2-oxopiperazin-1-yl)phenyl)propanamido)-1-tert-butoxycarbonyl-indole-2-oic acid tert-butyl ester C(C)(C)(C)OC(=O)C=1N(C2=CC=CC(=C2C1)NC([C@H](C(C1=CC=C(C=C1)N1C(CN(CC1)CCOCC)=O)N)C(=O)OCC1=CC=CC=2C3=CC=CC=C3CC12)=O)C(=O)OC(C)(C)C